phenyl 6-phenylheptanoate C1(=CC=CC=C1)C(CCCCC(=O)OC1=CC=CC=C1)C